N1(CCC1)C=1C=CC=2C(N(C(C3=CC=CC1C23)=O)CCCCN(CCCCN)CCCCN)=O 6-(azetidin-1-yl)-2-(4-(bis(4-aminobutyl)amino)butyl)-1H-benzo[de]isoquinoline-1,3(2H)-dione